9-{3-[5-(1,3-benzoxazol-2-yl)-3-cyano-3'-(3-cyano-9H-carbazol-9-yl)-4,6-bis[3-(3-cyano-9H-carbazol-9-yl)phenyl]-[1,1'-biphenyl]-2-yl]phenyl}-9H-carbazole-3-carbonitrile O1C(=NC2=C1C=CC=C2)C=2C(=C(C(=C(C2C2=CC(=CC=C2)N2C1=CC=CC=C1C=1C=C(C=CC21)C#N)C2=CC(=CC=C2)N2C1=CC=CC=C1C=1C=C(C=CC21)C#N)C=2C=C(C=CC2)N2C1=CC=CC=C1C=1C=C(C=CC21)C#N)C#N)C2=CC(=CC=C2)N2C1=CC=CC=C1C=1C=C(C=CC21)C#N